3-((S)-1-(((R)-tert-butylsulfinyl)imino)-1,3-dihydrospiro[indene-2,4'-piperidin]-1'-yl)-6-(2,3-dichlorophenyl)-5-methylpyrazine-2-carboxylic acid ethyl ester C(C)OC(=O)C1=NC(=C(N=C1N1CCC2(CC1)C(C1=CC=CC=C1C2)=N[S@](=O)C(C)(C)C)C)C2=C(C(=CC=C2)Cl)Cl